C(C1=CC=CC=C1)(C1=CC=CC=C1)=NC1=CC=2N(C=C1)N=CC2C(=O)OCC ethyl 5-(benzhydrylideneamino)pyrazolo[1,5-a]pyridine-3-carboxylate